4-[(1R,2R)-2-(4-phenyl-1H-imidazol-2-yl)cyclopropyl]benzenesulfonamide C1(=CC=CC=C1)C=1N=C(NC1)[C@H]1[C@@H](C1)C1=CC=C(C=C1)S(=O)(=O)N